tert-Butyl N-[(1R,5S,8s)-3-[2-(trifluoromethyl)pyridin-4-yl]-3-azabicyclo[3.2.1]octan-8-yl]carbamate FC(C1=NC=CC(=C1)N1C[C@H]2CC[C@@H](C1)C2NC(OC(C)(C)C)=O)(F)F